C(C)N(C1CCN(CC1)C1=C(C=C(C(=C1)OC)NC1=NC=NC(=C1)N1OCC[C@@H]1C1=CC(=CC=C1)OC1=CC=CC=C1)NC(C=C)=O)CC (R)-N-(2-(4-(diethylamino)-piperidin-1-yl)-4-methoxy-5-((6-(3-(3-phenoxyphenyl)isoxazolidin-2-yl)pyrimidin-4-yl)amino)phenyl)-acrylamide